ClC1=NC=C2C=C(N=C(C2=C1)SC)C(OCC)OCC 7-chloro-3-(diethoxymethyl)-1-(methylthio)-2,6-naphthyridine